C(C(CCCCCCCCCCCCC)O)O 1,2-pentadecanediol